O1CCC2=C1C=C(C=C2)[C@@H](C)N2CCN(CC2)C2=NC=C(C=N2)[S@@](=O)(C)=NCCOC (S)-(2-(4-((R)-1-(2,3-dihydrobenzofuran-6-yl)ethyl)piperazin-1-yl)pyrimidin-5-yl)((2-methoxyethyl)imino)(methyl)-λ6-sulfanone